N1(N=NC=C1)CCC(=O)N1CC(=CCC1)C1=CC(=C2C=C(NC2=C1F)C(=O)OC)C=1C=NC2=CC=CC=C2C1OC methyl 6-(1-(3-(1H-1,2,3-triazol-1-yl)propanoyl)-1,2,5,6-tetrahydropyridin-3-yl)-7-fluoro-4-(4-methoxyquinolin-3-yl)-1H-indole-2-carboxylate